C=1(C(=CC=CC1)C=1C(=CC=CC1)O)O.[Al] aluminum biphenol